CC1=NC(=CC=C1O[C@@H]1C[C@H](CCC1)C(=O)OC)C=1N=NN(C1CNC=1N=NC=C(N1)C1=CC=CC=C1)C Methyl (1S,3S)-3-((2-methyl-6-(1-methyl-5-(((5-phenyl-1,2,4-triazin-3-yl)amino)methyl)-1H-1,2,3-triazol-4-yl)pyridin-3-yl)oxy)cyclohexane-1-carboxylate